N1(N=CC=C1)C1=C(CNC2=C3N=CN(C3=NC(=N2)N2CCC(CC2)NC)C(C)C)C=CC=C1 N-(2-(1H-pyrazol-1-yl)benzyl)-9-isopropyl-2-(4-(methylamino)piperidin-1-yl)-9H-purin-6-amine